(1,5-dimethyl-1H-pyrazol-4-yl)(2-methyl-3-phenyl-2,4,5,7-tetrahydro-6H-pyrazolo[3,4-c]pyridin-6-yl)methanone methyl-3-methyl-5-(trifluoromethyl)-1H-pyrazole-4-carboxylate COC(=O)C=1C(=NNC1C(F)(F)F)C.CN1N=CC(=C1C)C(=O)N1CC=2C(CC1)=C(N(N2)C)C2=CC=CC=C2